C(=O)(OC(C)(C)C)N[C@@H]1C[C@H](C1)CO trans-3-(Boc-amino)cyclobutylmethanol